3-(5-bromopyrimidin-2-yl)-5-fluoro-2-methylpyridin-1-ium-1-olate BrC=1C=NC(=NC1)C=1C(=[N+](C=C(C1)F)[O-])C